CC1(CCC(CN1)NC1=NC=C(C(=N1)C1=CNC(=C1)C1=CC=CC=C1)C(F)(F)F)C N-(6,6-dimethylpiperidin-3-yl)-4-(5-phenyl-1H-pyrrol-3-yl)-5-(trifluoromethyl)pyrimidin-2-amine